NCCC(C[Si](OC)(OC)OC)CN 2-(aminoethyl)3-aminopropyl-trimethoxysilane